(3-([1,1'-Biphenyl]-4-yl)-1H-1,2,4-triazol-5-yl)pyrrolidine-1-carbonitrile C1(=CC=C(C=C1)C1=NNC(=N1)C1N(CCC1)C#N)C1=CC=CC=C1